F[C@H]1C[C@H](N2N=C(N=C21)[C@@H](CC)F)C2=CC=CC=C2 |r| rac-(5S,7S)-7-fluoro-5-phenyl-2-[rac-(1R)-1-fluoropropyl]-6,7-dihydro-5H-pyrrolo[1,2-b][1,2,4]triazole